C(C)(C)(C)OC(=O)N(C)CCCO 3-(N-tert-butoxycarbonyl-N-methylamino)propanol